(E)-2-cyano-N-(2-(dimethylamino)-1-phenylethyl)-3-(1H-pyrrolo[2,3-b]pyridin-3-yl)acrylamide C(#N)/C(/C(=O)NC(CN(C)C)C1=CC=CC=C1)=C\C1=CNC2=NC=CC=C21